BrC=1C=C2C=CC=C(C2=CC1)N1C(N=CC=C1)=O 1-(6-bromonaphthalen-1-yl)-1,3-diazinon